[N+](=O)([O-])C=1SC(=C(C1Cl)[N+](=O)[O-])C 2,4-dinitro-5-methyl-thiophenyl chloride